(2S,3S)-1,2-epoxy-3-t-butoxycarbonylamino-4-phenylbutane C(C)(C)(C)OC(=O)N[C@H]([C@H]1CO1)CC1=CC=CC=C1